methyl (2R)-2-hydroxy-2-methylbutyrate O[C@@](C(=O)OC)(CC)C